ClC1=C(C=CC(=C1)Cl)S(=O)(=O)N1CC(C1)(COC=1C=C(C=CC1)C)CO (1-((2,4-dichlorophenyl)sulfonyl)-3-((m-tolyloxy)methyl)azetidin-3-yl)methanol